C(C)(C)C1(CC=C(C=C1C(C)C)C(C)C)C1=CC=CC=C1 1,4,6-triisopropylbiphenyl